6-(1-methyl-1H-pyrazol-4-yl)-3-(4-(4,4,5,5-tetramethyl-1,3,2-dioxaborolan-2-yl)-3,6-dihydropyridin-1(2H)-yl)pyrazolo[1,5-a]pyridine CN1N=CC(=C1)C=1C=CC=2N(C1)N=CC2N2CCC(=CC2)B2OC(C(O2)(C)C)(C)C